methyl (R)-3-(4-((3-bromo-1-cyclopentyl-1H-indazol-6-yl)methoxy)phenyl)butanoate BrC1=NN(C2=CC(=CC=C12)COC1=CC=C(C=C1)[C@@H](CC(=O)OC)C)C1CCCC1